S1C2=C(C=C1)C=CC=1C=CC=3C=CC=CC3C12 phenanthro(4,3-b)thiophene